(S)-2-Chloro-1-(3-hydroxy-pyrrolidin-1-yl)-ethanone ClCC(=O)N1C[C@H](CC1)O